(3-chloroisoquinolin-7-yl)boronic acid ClC=1N=CC2=CC(=CC=C2C1)B(O)O